ClC1=NC=C(C(=C1)C1=NN=C(N1C)C1=C(C=CC=C1F)F)Cl 2,5-dichloro-4-(5-(2,6-difluorophenyl)-4-methyl-4H-1,2,4-triazol-3-yl)pyridine